C(C)N1[C@H](CCC1)CNC(=O)C1=CC2=C(N3C(S2)=NC(=C3)C3=CC(=CC=C3)OC)C=C1 (R)-N-((1-ethylpyrrolidin-2-yl)methyl)-2-(3-methoxyphenyl)benzo[d]imidazo[2,1-b]thiazole-7-carboxamide